O1CCN(CC1)C1=NC(=C2C=CC=NC2=C1)OC1CCC(CC1)NC1=NC=C(C=N1)C(=O)N 2-(((1s,4s)-4-((7-morpholino-1,6-naphthyridin-5-yl)oxy)cyclohexyl)amino)pyrimidine-5-carboxamide